BrC=1C=NC=2CCN(CC2C1)C=1C(=C(C=2N(N1)C(C=CN2)=O)C)C 7-(3-Bromo-7,8-dihydro-5H-1,6-naphthyridin-6-yl)-8,9-dimethyl-pyrimido[1,2-b]pyridazin-4-one